N-(2-methoxy-5-(4-(piperidin-4-yl)quinazolin-6-yl)pyridin-3-yl)-2,4-dimethylthiazol-5-sulfonamide trifluoroacetate FC(C(=O)O)(F)F.COC1=NC=C(C=C1NS(=O)(=O)C1=C(N=C(S1)C)C)C=1C=C2C(=NC=NC2=CC1)C1CCNCC1